1-(Methanesulfonyl)piperidin-4-amine hydrochloride Cl.CS(=O)(=O)N1CCC(CC1)N